[C@@H]12N(C[C@@H](NC1)C2)C2=CC=CC=1N(C(N(C12)C)=O)C1C(NC(CC1)=O)=O 3-[4-[(1S,4S)-2,5-diazabicyclo[2.2.1]heptan-2-yl]-3-methyl-2-oxo-benzimidazol-1-yl]piperidine-2,6-dione